tert-Butyl 6-(7-carbamoyl-1H-pyrrolo[2,3-c]pyridin-4-yl)-2,3-dihydro-1,4-oxazepine-4(7H)-carboxylate C(N)(=O)C=1N=CC(=C2C1NC=C2)C2=CN(CCOC2)C(=O)OC(C)(C)C